1-(6-chloro-2-{[1-(2-hydroxy-2-methylpropyl)-1H-pyrazol-4-yl]amino}quinazolin-7-yl)-4-methyl-piperidin-4-ol ClC=1C=C2C=NC(=NC2=CC1N1CCC(CC1)(O)C)NC=1C=NN(C1)CC(C)(C)O